2-chloro-5-(4-(trifluoromethyl)phenyl)-6,6a,7,8,9,10-hexahydro-5H-pyrido[1,2-a]quinoxaline-8-carboxylic acid ClC=1C=CC=2N(CC3N(C2C1)CCC(C3)C(=O)O)C3=CC=C(C=C3)C(F)(F)F